BNC=O N-boranyl-formamide